hydroxydecanoat OC(C(=O)[O-])CCCCCCCC